CC=1C(=C(C=C(C1)C(F)(F)F)O)C=1C=CC=2C(N1)=NN(C2)C21COCC(C2)C1 3-methyl-2-[2-(3-oxa-bicyclo[3.1.1]heptan-1-yl)pyrazolo[3,4-b]pyridin-6-yl]-5-(trifluoromethyl)-phenol